COC1=CC2=C(OC[C@H]3N2CCOC3)C=C1NC=1N=C(C3=C(N1)C=CS3)NC3=C(C=CC=C3)P(C)(C)=O (S)-(2-((2-((9-methoxy-1,2,4a,5-tetrahydro-4H-benzo[b][1,4]oxazino[4,3-d][1,4]oxazin-8-yl)amino)thieno[3,2-d]pyrimidin-4-yl)amino)phenyl)dimethylphosphine oxide